hexa-silazane [SiH3]N[SiH2]N[SiH2]N[SiH2]N[SiH2]N[SiH3]